5-(4-(9H-purin-6-yl)-3,4-dihydro-2H-1,4-thiazin-6-yl)oxazole N1=CN=C2NC=NC2=C1N1CCSC(=C1)C1=CN=CO1